3-aminopropyl tert-butylcarbamate C(C)(C)(C)NC(OCCCN)=O